NC=1C(=NC=C(N1)Br)C=O 3-AMINO-5-BROMOPYRAZINE-2-CARBALDEHYDE